hexyl-carbamic acid 1-methyl-1,2,3,4-tetrahydro-quinolin-6-yl ester CN1CCCC2=CC(=CC=C12)OC(NCCCCCC)=O